O=C1N(CCC1)CC1CCN(CC1)C1=C(C(=O)O)C=C(C=C1)C=1C=NNC1 2-(4-((2-oxopyrrolidin-1-yl)methyl)piperidin-1-yl)-5-(1H-pyrazol-4-yl)benzoic acid